NCC1=CC=C(C=C1)C1=CC(=CC=C1)S(=O)(=O)N1CCC2(CC(CO2)NC[C@@H](COC=2C=C(C=CC2)S(=O)(=O)N(C)C)O)CC1 3-((2S)-3-(8-(4'-(aminomethyl)biphenyl-3-ylsulfonyl)-1-oxa-8-azaspiro[4.5]dec-3-ylamino)-2-hydroxypropoxy)-N,N-dimethylbenzenesulfonamide